N-((R)-1-(2-methyl-3-(trifluoromethyl)phenyl)ethyl)-4-(((1s,4R)-6-methyl-6-azaspiro[3.5]non-1-yl)amino)-6-oxo-1-(tetrahydro-2H-pyran-4-yl)-1,6-dihydropyridine-3-carboxamide CC1=C(C=CC=C1C(F)(F)F)[C@@H](C)NC(=O)C1=CN(C(C=C1N[C@H]1CC[C@]12CN(CCC2)C)=O)C2CCOCC2